5-ethyl-7H-pyrrolo[2,3-d]pyrimidine C(C)C1=CNC=2N=CN=CC21